ClC1=C(C(=O)N(OC)C2=CC=C(C=C2)I)C=CC=C1 2-Chloro-N-(4-iodophenyl)-N-methoxybenzamide